C(CC1=CC=CC=C1)C1(CCN(CC1)CC1=CC=C(C=C1)CC(=O)N)C=1SC=CC1 (4-((4-phenethyl-4-(thiophen-2-yl)piperidin-1-yl)methyl)phenyl)acetamide